O=C(C(=O)NC1=C2C(=CN=C1)NN=C2)N2[C@H](CC[C@@H](C2)C)C=2C=CC1=C(N=C(S1)[C@@H]1CC(N(CC1)C)=O)C2 2-oxo-N-(1H-pyrazolo[3,4-c]pyridin-4-yl)-2-[(2R,5S)-5-methyl-2-[2-[(4S)-1-methyl-2-oxo-4-piperidyl]-1,3-benzothiazol-5-yl]-1-piperidyl]acetamide